C(C)(C)(C)OC(=O)N1CCN(CC1)CC1=CC(=NO1)C1=C(C=CC(=C1)CC=C)OC 4-((3-(5-allyl-2-methoxyphenyl)isoOxazol-5-yl)methyl)piperazine-1-carboxylic acid tert-butyl ester